dimethoxydiphenylamine COC1=CC=CC(=C1OC)NC2=CC=CC=C2